O=C1NC(CCC1N1C(C2=CC=C(C=C2C1)CNC(N)=O)=O)=O 3-[[2-(2,6-dioxo-3-piperidyl)-1-oxo-isoindolin-5-yl]methyl]urea